ClC1=CC=C(OC2=CC(=C(C=C2)C2(OC2)C)C(F)(F)F)C=C1 2-[4-(4-chlorophenoxy)-2-trifluoromethylphenyl]-2-methyloxirane